1-(1-methyl-1H-imidazol-4-yl)-methanone CN1C=NC(=C1)C=O